O[C@@H]1COCC[C@H]1SC(=O)C1=CC=CC=C1 |r| Racemic-[trans-(3-hydroxytetrahydropyran-4-yl)sulfanyl](phenyl)methanone